ethyl-2-(2,4,5-trimethoxybenzamido)thiazole C(C)C=1N=C(SC1)NC(C1=C(C=C(C(=C1)OC)OC)OC)=O